FC1=C2C3(C(N(C2=CC=C1)C1=CC=NN1C)=O)CC3 Fluoro-1'-(1-methyl-1H-pyrazol-5-yl)spiro[cyclopropane-1,3'-indolin]-2'-one